C(C)(C)(C)C1N2C(C=3N(N=C4C=CC=C(C34)OC)C1)=CC(C(=C2)C(=O)O)=O 6-(tert-butyl)-13-methoxy-2-oxo-6,7-dihydro-2H-pyrido[2',1':3,4]pyrazino[1,2-b]indazole-3-carboxylic acid